C(C)OC1=CC=C(C=C1)[C@H](C)N (S)-1-(p-ethoxyphenyl)ethylamine